C(=O)O.NC1CCC(CC1)NC1=NC2=C(C=C(C=C2C=N1)C1=C(C=C(C=C1)NS(=O)(=O)C1=C(C=CC=C1)C(F)(F)F)C)CC N-(4-(2-(((1r,4r)-4-aminocyclohexyl)-amino)-8-ethyl-quinazolin-6-yl)-3-methylphenyl)-2-(trifluoromethyl)-benzenesulfonamide, formate salt